C1(CC1)C1(CC(C1)N(C(C=C)=O)C)OC=1C=2N(C=C(N1)C=1C=NN(C1)C)N=CC2 N-((1r,3r)-3-cyclopropyl-3-((6-(1-methyl-1H-pyrazol-4-yl)pyrazolo[1,5-a]pyrazin-4-yl)oxy)cyclobutyl)-N-methylacrylamide